O[C@@H](C(=O)OCC1=CC=CC=C1)CC1=CC=C(C=C1)OC(F)(F)F Benzyl (2R)-2-hydroxy-3-[4-(trifluoromethoxy)phenyl]propanoate